CN(C(OC(C)(C)C)=O)CC1=C(C=CC=C1)CNCC(NC=1C=C2CC3(C(NC4=NC=CC=C43)=O)CC2=CC1)=O tert-Butyl methyl(2-(((2-oxo-2-((2'-oxo-1,1',2',3-tetrahydrospiro[indene-2,3'-pyrrolo[2,3-b]pyridin]-5-yl)amino)ethyl)amino)methyl)benzyl)carbamate